COC1=CC=C(CC2=NSC3=C2NC=2N=C(N=CC23)S(=O)(=O)C)C=C1 (4-methoxybenzyl)-6-(methylsulfonyl)-4H-isothiazolo[5',4':4,5]pyrrolo[2,3-d]pyrimidine